1-(5-((6-((1S,4S)-2,5-diazabicyclo[2.2.1]hept-2-yl)pyridin-3-yl)oxy)-3',5'-dichloro-[1,1'-biphenyl]-3-yl)-N-methyl-methylamine [C@@H]12N(C[C@@H](NC1)C2)C2=CC=C(C=N2)OC=2C=C(C=C(C2)C2=CC(=CC(=C2)Cl)Cl)CNC